7,10-dimethyldodeca-9-ene-2,5-dione CC(CC(CCC(C)=O)=O)CC=C(CC)C